CC=1C=C(C=CC1O)C1(CCCCC1)C1=CC(=C(C=C1)O)C 1,1-bis-(3-methyl-4-hydroxyphenyl)cyclohexane